4-amino-1-((1R,4R)-4-(hydroxymethyl)cyclohexyl)-1H-pyrazolo[3,4-d]pyrimidine NC1=C2C(=NC=N1)N(N=C2)C2CCC(CC2)CO